(2,3-dimethyl-4-((4-(4-(trifluoromethyl)piperidin-1-yl)phenyl)amino)benzyl)-5-oxopyrrolidine-3-carboxamide CC1=C(CN2CC(CC2=O)C(=O)N)C=CC(=C1C)NC1=CC=C(C=C1)N1CCC(CC1)C(F)(F)F